methyl 4-amino-1-(4-aminophenyl)-7-bromo-2-oxo-1,2-dihydro-1,8-naphthyridine-3-carboxylate NC1=C(C(N(C2=NC(=CC=C12)Br)C1=CC=C(C=C1)N)=O)C(=O)OC